FC=1C=C(C=CC1)S(=O)(C)=N (3-fluorophenyl)(imino)(methyl)-λ6-sulfanone